CS(=O)(=O)N1CCN(CC1)C1=CC=C(C=C1)SC=1C=C(C(=CC1)N)N 4-((4-(4-(methylsulfonyl)piperazin-1-yl)phenyl)thio)benzene-1,2-diamine